methyl 4-{5-(1-ethyl-3-methyl-1H-pyrazol-5-yl)-4-[(4-methoxyphenyl)methyl]-4H-1,2,4-triazol-3-yl}-1-methyl-1H-indazole-6-carboxylate C(C)N1N=C(C=C1C=1N(C(=NN1)C1=C2C=NN(C2=CC(=C1)C(=O)OC)C)CC1=CC=C(C=C1)OC)C